FC1=C(C=C(CC2=NNC(C3=CC=C(C=C23)CC(C)C)=O)C=C1)C(=O)N1CCN(CC1)C1=NC=C(C=N1)C(F)(F)F 4-(4-Fluoro-3-(4-(5-(trifluoromethyl)pyrimidin-2-yl)piperazine-1-carbonyl)benzyl)-6-isobutylphthalazin-1(2H)-one